sulfuryl-benzenediol S(=O)(=O)=C1C(C(=CC=C1)O)O